C1=CC=CC2=NC3=CC=CC=C3C(=C12)P(O)(=O)O Acridine-9-phosphonic acid